Ethyl 3-(4-bromophenyl)-4-cyano-1-(4-oxocyclohexanyl)-1H-pyrazole-5-carboxylate BrC1=CC=C(C=C1)C1=NN(C(=C1C#N)C(=O)OCC)C1CCC(CC1)=O